8-((4-(((1,4-dioxan-2-yl)methyl)(4-fluorophenyl)amino)cyclohexyl)(methyl)amino)-5-methyl-6-oxo-5,6-dihydro-1,5-naphthyridine-2,7-dicarbonitrile O1C(COCC1)CN(C1CCC(CC1)N(C1=C(C(N(C=2C=CC(=NC12)C#N)C)=O)C#N)C)C1=CC=C(C=C1)F